C(C1=CC=CC=C1)OC(NC1=CC(=NN1C(C)(C)C)[C@H]1C[C@H](CC1)O)=O benzyl(1-(tert-butyl)-3-((1R,3S)-3-hydroxycyclopentyl)-1H-pyrazol-5-yl)carbamate